ClC1=C(C=NC=C1)C1=CC2=C(N=C(S2)NC(=O)C2C(C2)F)C=C1 N-(6-(4-chloropyridin-3-yl)benzo[d]thiazol-2-yl)-2-fluorocyclopropane-1-carboxamide